C(C)(C)(C)OC(=O)N1CCN(CC1)C1=CC(=C(C=C1)[N+](=O)[O-])O.O=C1OC2=C(N1)C=CC(=C2)N2CCN(CC2)C(=O)NCCCCC2=CC=CC=C2 4-(2-Oxo-3H-1,3-benzoxazol-6-yl)-N-(4-phenylbutyl)piperazine-1-carboxamide tert-Butyl-4-(3-hydroxy-4-nitrophenyl)piperazine-1-carboxylate